N-(2-(4-methoxy-6-methyl-1H-indol-3-yl)ethyl)-N-methylpropan-2-amine COC1=C2C(=CNC2=CC(=C1)C)CCN(C(C)C)C